N1=CC=C(C=C1)C(CCCN)N 1-pyridin-4-yl-1,4-butylenediamine